BrC1=CC2=C(N(C=N2)C)C=C1C(F)(F)F 5-bromo-1-methyl-6-(trifluoromethyl)-1H-benzo[d]imidazole